N-ethyl-2-[6-[[2-(2-fluoro-5-isopropyl-phenyl)-5-oxo-6H-1,6-naphthyridin-4-yl]amino]-3-pyridyl]-2-methyl-propanamide C(C)NC(C(C)(C)C=1C=NC(=CC1)NC1=CC(=NC=2C=CNC(C12)=O)C1=C(C=CC(=C1)C(C)C)F)=O